ClC1=C(C=NNC1=O)N1C[C@@H](CC1)OC1=CC(=NC=N1)C=1C(=NN(C1C)CC1CC(C1)C#N)C (R)-3-((4-(6-((1-(5-chloro-6-oxo-1,6-dihydropyridazin-4-yl)pyrrolidin-3-yl)oxy)pyrimidin-4-yl)-3,5-dimethyl-1H-pyrazol-1-yl)methyl)cyclobutane-1-carbonitrile